FC(OC1=CC=C(C=C1)\C=C\[N+](=O)[O-])F (E)-1-(difluoromethoxy)-4-(2-nitrovinyl)benzene